2-amino-4-(tert-butyl)-5-chlorophenol NC1=C(C=C(C(=C1)C(C)(C)C)Cl)O